3-[(2-methoxyphenyl)(4-methylbenzenesulfonyl)methyl]-1H-indole COC1=C(C=CC=C1)C(C1=CNC2=CC=CC=C12)S(=O)(=O)C1=CC=C(C=C1)C